C1(CCC(N1C1(CCC(CC1)CN1C(C=CC1=O)=O)C(=O)C(C(=O)O)CCCCN)=O)=O succinimido-4-(maleimidomethyl)cyclohexane-1-carbonyl-(6-aminocaproic acid)